ClC=1C=C(C=CC1N1C(N(C=C1)C)=O)C1=C(C(=CC(=C1)F)C1=CC(=NC=C1)N1CC2CN(C2C1)C(C)C)O 1-(3-chloro-5'-fluoro-2'-hydroxy-3'-(2-(6-isopropyl-3,6-diazabicyclo[3.2.0]heptan-3-yl)pyridin-4-yl)-[1,1'-biphenyl]-4-yl)-3-methyl-1H-imidazol-2(3H)-one